carbene-copper C=[Cu]